C1(CCCC1)CCNC(=O)C=1C=C(C=CC1)NC1=CC=C(C=C1)N1CC=CC=C1 N-(4-((3-((2-cyclopentylethyl)carbamoyl)phenyl)amino)phenyl)pyridine